C[C@@H]1COCCN1C1=CC(=NC=2N1N=CC2)N2CC1CCC(C2)O1 3-(7-((R)-3-methylmorpholino)pyrazolo[1,5-a]pyrimidin-5-yl)-8-oxa-3-azabicyclo[3.2.1]octane